OCC=1C=C(CNCCCCOCCNC2=NC3=C(C4=CN=CC=C24)C=CC(=C3)C(=O)N)C=CC1OC(C)C 5-((2-(4-((3-(hydroxymethyl)-4-isopropoxybenzyl)amino)butoxy)ethyl)amino)benzo[c][2,6]naphthyridine-8-carboxamide